3-(3,5-dichloroanilino)-2-methoxy-3-oxo-propionic acid ClC=1C=C(NC(C(C(=O)O)OC)=O)C=C(C1)Cl